COC1=CC=C(C=C1)C(C(=O)NCC=1SC=C2C1CN(C2=O)C2C(NC(CC2)=O)=O)=O 2-(4-methoxy-phenyl)-N-((5-(2,6-dioxopiperidin-3-yl)-4-oxo-5,6-dihydro-4H-thieno[3,4-c]pyrrol-1-yl)methyl)-2-oxoacetamide